ClC1=C(C=NN1C1CC1)N 5-chloro-1-cyclopropyl-1H-pyrazol-4-amine